Phenylenebis-biphenyl C1(=C(C=CC=C1)C1=C(C=CC=C1)C1=CC=CC=C1)C1=C(C=CC=C1)C1=CC=CC=C1